ON=CC(C)=O 1-(Hydroxyimino)propan-2-one